(2-carboxyethyl)Phosphine hydrochloride Cl.C(=O)(O)CCP